C(C1=CC=CC=C1)NC1=NC=NN2C1=NC=C2[C@H]2[C@H]([C@@H]([C@H](O2)CO)O)F (2R,3R,4S,5S)-5-[4-(benzylamino)imidazo[2,1-f][1,2,4]triazin-7-yl]-4-fluoro-2-(hydroxymethyl)oxolan-3-ol